1,10-dihydro-9-oxa-10-phosphaphenanthrene-10-oxide C1CC=CC=2C3=CC=CC=C3OP(C12)=O